Benzyl [methyl 5-acetamido-4,7,8,9-tetra-O-acetyl-3,5-dideoxy-3-fluoro-D-erythro-α-L-manno-non-2-ulopyranosonate] C[C@@]1([C@](C(=O)OCC2=CC=CC=C2)(O)O[C@H]([C@@H]([C@H]1OC(C)=O)NC(C)=O)[C@H](OC(C)=O)[C@H](OC(C)=O)COC(C)=O)F